C(C)OC(CC1=C(C=CC(=C1)Br)OC)=O (5-bromo-2-methoxyphenyl)acetic acid ethyl ester